1-(1-methyl-6-(1-(2-(3-((4-((5-(trifluoro-methyl)pyrimidin-2-yl)amino)piperidin-1-yl)sulfonyl)phenoxy)ethyl)piperidin-4-yl)-1H-indazol-3-yl)dihydropyrimidine-2,4(1H,3H)-dione CN1N=C(C2=CC=C(C=C12)C1CCN(CC1)CCOC1=CC(=CC=C1)S(=O)(=O)N1CCC(CC1)NC1=NC=C(C=N1)C(F)(F)F)N1C(NC(CC1)=O)=O